1-FLUORONAPHTHALENE-3-BORONIC ACID FC1=CC(=CC2=CC=CC=C12)B(O)O